FC1=CC(=C(C=C1)C1=CC(=NC=N1)NC1CCC(CC1)NC(OC(C)(C)C)=O)[N+](=O)[O-] tert-butyl ((1r,4r)-4-((6-(4-fluoro-2-nitrophenyl)pyrimidin-4-yl)amino)cyclohexyl)carbamate